C(N)(OCC(=C(F)C(C)(C)C)CN1N=CC=C1C(NC(C)(C)C)=O)=O tert-butyl-(2-((5-(tert-butylcarbamoyl)-1H-pyrazol-1-yl) methyl)-3-fluoroallyl) carbamate